N1(CCOCC1)CCCNC=1SC=C(N1)C(=O)OCC ethyl 2-{[3-(morpholin-4-yl) propyl] amino}-1,3-thiazole-4-carboxylate